NC(C)(C)C1=C(C=CC(=N1)NC1=CC2=C(C=N1)SC(=N2)C2=NC=CC=C2C)N2CC(CC2)(F)F 6-(2-Aminopropan-2-yl)-5-(3,3-difluoropyrrolidin-1-yl)-N-[2-(3-methylpyridin-2-yl)-[1,3]thiazolo[5,4-c]pyridin-6-yl]pyridin-2-amine